1-(2-chloro-5-iodobenzyl)pyridin-2(1H)-one ClC1=C(CN2C(C=CC=C2)=O)C=C(C=C1)I